FC=1C=C2CC(CN(C2=CC1)C(=O)C=1C=CC=2N(C1)C(=CN2)C=2C=CC(=NC2)NC(OC)=O)O methyl N-[5-[6-(6-fluoro-3-hydroxy-3,4-dihydro-2H-quinoline-1-carbonyl)imidazo[1,2-a]pyridin-3-yl]-2-pyridyl]carbamate